CN1C2=C(C3=C1C(N(N=C3)CC3=CC(=NC=C3)NC(OC(C)(C)C)=O)=O)SC(=N2)SC Tert-butyl (4-((4-methyl-2-(methylthio)-5-oxo-4H-thiazolo[5',4':4,5]pyrrolo[2,3-d]pyridazin-6(5H)-yl)methyl)pyridin-2-yl)carbamate